5-(8-((7-ethyl-6-oxo-5,6-dihydro-1,5-naphthyridin-3-yl)methyl)-5,8-diazaspiro[3.5]nonan-5-yl)-N,6-dimethylpicolinamide C(C)C=1C(NC=2C=C(C=NC2C1)CN1CCN(C2(CCC2)C1)C=1C=CC(=NC1C)C(=O)NC)=O